N1COC2=NC=3N(C=C21)C=CC3 dihydro-oxazolo[5,4-d]Pyrrolo[1,2-a]Pyrimidine